1-chloro-1,2,2,3,3-pentafluoropropane ClC(C(C(F)F)(F)F)F